ClC1=NC=CC=2[C@@H](CCC3(OCCO3)C12)CO (R)-(1-chloro-6,7-dihydro-5H-spiro[isoquinoline-8,2'-[1,3]dioxolan]-5-yl)methanol